4-((3-(1-((5R,6S)-1-oxaspiro[4.4]nonan-6-yl)-1H-pyrazol-4-yl)-2-methoxyphenyl)amino)-6-(cyclopropanecarboxamido)pyridazine-3-carboxamide O1CCC[C@]12[C@H](CCC2)N2N=CC(=C2)C=2C(=C(C=CC2)NC2=C(N=NC(=C2)NC(=O)C2CC2)C(=O)N)OC